COC1=CC=C(OC2=CC=C(C=C2)B(O)O)C=C1 [4-(4-methoxyphenoxy)phenyl]boronic acid